C(C)(=O)C1=C(OCCNC(C2=CC(=C(C=C2)F)Cl)=O)C=C(C=C1)OC N-(2-(2-acetyl-5-methoxyphenoxy)ethyl)-3-chloro-4-fluorobenzamide